C(C=C)(=O)NC=1C=C(C=CC1)N(C(C=C)=O)C1=NC(=NC=C1C#N)NC=1C=NC(=CC1)OC N-(3-acrylamidophenyl)-N-(5-cyano-2-(6-methoxypyridin-3-ylamino)pyrimidin-4-yl)acrylamide